(1R,3S)-3-(3-{[(3-methyl-1,2-oxazol-5-yl)acetyl]amino}-1H-pyrazol-5-yl)cyclopentyl[(1S)-1-cyclopropylethyl]carbamate CC1=NOC(=C1)CC(=O)NC1=NNC(=C1)[C@@H]1C[C@@H](CC1)N(C([O-])=O)[C@@H](C)C1CC1